NCC1=CC=C(C=C1)C=1C=C(C2=C(CCO2)C1)S(=O)(=O)NC=1C=NC=2CCNC(C2C1)=O 5-(4-(aminomethyl)phenyl)-N-(5-oxo-5,6,7,8-tetrahydro-1,6-naphthyridin-3-yl)-2,3-dihydrobenzofuran-7-sulfonamide